3-[4-(5-phenyl-5,10-dihydrophenazin-10-yl)phenyl]-4,5-diphenyl-1,2,4-triazol C1(=CC=CC=C1)N1C=2C=CC=CC2N(C2=CC=CC=C12)C1=CC=C(C=C1)C1=NN=C(N1C1=CC=CC=C1)C1=CC=CC=C1